ClC1=NC(=NC(=C1)C(F)(F)F)N1N=C(N=C1)C 4-Chloro-2-(3-methyl-1H-1,2,4-triazol-1-yl)-6-(trifluoromethyl)pyrimidine